1-(2-pyrimidinyl)-2-hydroxymethyl-4-bromoindole N1=C(N=CC=C1)N1C(=CC2=C(C=CC=C12)Br)CO